C(C)(C)(C)OC(=O)N(OCCCN1CCN(CC1)C(=O)OCC1=CC=CC=C1)C benzyl 4-[3-[tert-butoxycarbonyl(methyl)amino] oxypropyl]piperazine-1-carboxylate